C(C)OC1(C=CC(=CN1)C=1C=CNC1)N1CC2N(C(C1)C2)CC=2C=NC(=CC2)OC 6-Ethoxy-4-(6-(6-((6-methoxypyridin-3-yl)methyl)-3,6-diazabicyclo[3.1.1]heptane-3-yl)pyridin-3-yl)-1H-pyrrole